(S)-2-((t-butoxycarbonyl)amino)-5-methoxy-5-oxopentanoic acid C(C)(C)(C)OC(=O)N[C@H](C(=O)O)CCC(=O)OC